C(\C=C(/C)\CCC=C(C)C)C(C(=O)O)C1=CC=CC=C1.C1(=CC=CC=C1)CC(=O)OC\C=C(\CCC=C(C)C)/C (E)-3,7-dimethylocta-2,6-dien-1-yl 2-phenylacetate (GERANYL PHENYL ACETATE)